iron citrate diphosphate potassium [K+].[O-]P([O-])(=O)OP(=O)([O-])O.C(CC(O)(C(=O)O)CC(=O)O)(=O)O.[Fe+2]